FC(OC=1C=C(C=CC1)CN)(F)F [3-(trifluoromethoxy)phenyl]methylamine